(2S,3S,4R,5R)-5-(2-(5-chloropyridin-3-yl)-6-(3-fluorobenzylamino)-9H-purin-9-yl)-3,4-diHydroxy-N-(2,2,2-trifluoroethyl)tetrahydrofuran-2-carboxamide ClC=1C=C(C=NC1)C1=NC(=C2N=CN(C2=N1)[C@H]1[C@@H]([C@@H]([C@H](O1)C(=O)NCC(F)(F)F)O)O)NCC1=CC(=CC=C1)F